6-(m-tolylamino)pyrazolo[1,5-c]pyrido[3,4-e]pyrimidine-9-carboxylic acid C1(=CC(=CC=C1)NC1=NC2=C(C=3N1N=C(C3)C(=O)O)C=NC=C2)C